C1(CC1)C1=NC=NC(=C1C1=NC=2N(CC(N(C2C=N1)CC)=O)CC1=CC=C(C=C1)C=1N(C=C(N1)C(F)(F)F)CC)OC 2-(4-cyclopropyl-6-methoxypyrimidin-5-yl)-5-ethyl-8-(4-(1-ethyl-4-(trifluoromethyl)-1H-imidazol-2-yl)benzyl)-7,8-dihydro-pteridin-6(5H)-one